1-((3S,4R)-3-fluoro-4-((4-((5-(furan-2-yl)-2-methoxyphenyl)amino)-7-methoxyquinazoline-6-yl)oxy)piperidin-1-yl)prop-2-en-1-one F[C@H]1CN(CC[C@H]1OC=1C=C2C(=NC=NC2=CC1OC)NC1=C(C=CC(=C1)C=1OC=CC1)OC)C(C=C)=O